4-(tri-n-butylsilyl)phenyl-phosphonium chloride [Cl-].C(CCC)[Si](C1=CC=C(C=C1)[PH3+])(CCCC)CCCC